(7R)-2-(4-phenoxyphenyl)-7-[6-(prop-2-enoyl)-3,6-diazabicyclo[3.1.1]heptan-3-yl]-4,5,6,7-tetrahydro-2H-pyrazolo[4,3-b]pyridine-3-carboxamide O(C1=CC=CC=C1)C1=CC=C(C=C1)N1N=C2C(NCC[C@H]2N2CC3N(C(C2)C3)C(C=C)=O)=C1C(=O)N